Cl.COC[C@@H](C)N (R)-1-methoxy-2-propylamine hydrochloride